Cl.Cl.C(C1=CN=CC=C1)#N nicotinonitrile 2HCl